tert-butyl (cis)-4-{5-[N-(4-bromo-2-cyclopropyl-5-methylphenyl)but-2-ynamido]-1-methyl-3-oxopyrazolo[4,3-b]pyridin-2-yl}cyclohexane-1-carboxylate BrC1=CC(=C(C=C1C)N(C(C#CC)=O)C1=CC=C2C(=N1)C(N(N2C)[C@H]2CC[C@H](CC2)C(=O)OC(C)(C)C)=O)C2CC2